pyrrolo[2,3-b]pyridin-2(3H)-one N1C(CC=2C1=NC=CC2)=O